ClC1=C(OCCC(CN2C=NC=C2)C2=C(C=C(C=C2)Cl)Cl)C=CC=C1 1-(4-(2-chlorophenoxy)-2-(2,4-dichlorophenyl)butyl)-1H-imidazole